di(butoxyethyl) phthalate C(C=1C(C(=O)OCCOCCCC)=CC=CC1)(=O)OCCOCCCC